COC1=CC(=CC2=C1N(C(=N2)C2=CC=1C=CC=3C(OCCCCCCCCN2C1N3)C)C)C(=O)N3C[C@@H](CCC3)NC(OC(C)(C)C)=O tert-butyl N-[(3R)-1-[7-methoxy-1-methyl-2-(11-methyl-10-oxa-1,19-diazatricyclo[10.5.2.015,18]nonadeca-12(19),13,15(18),16-tetraen-17-yl)benzimidazole-5-carbonyl]-3-piperidyl]carbamate